C1(CC1)N1N=CC(=C1)C=1C=NC=2N(C1)N=CC2C2CCNCC2 6-(1-cyclopropyl-1H-pyrazol-4-yl)-3-(piperidin-4-yl)pyrazolo[1,5-a]pyrimidine